N-(4-(5-amino-3-(pyridine-2-yl)-1H-1,2,4-triazole-1-carbonyl)-2-fluorophenyl)thiophene-2-carboxamide NC1=NC(=NN1C(=O)C1=CC(=C(C=C1)NC(=O)C=1SC=CC1)F)C1=NC=CC=C1